ClC=1C=C(C=CC1)[C@@H]1[C@H](C1)C(=O)NC1=NC=CC(=C1)NCC=1N=C2N(C=C(C=C2CNC)C2CC2)C1 (1S,2S)-2-(3-chlorophenyl)-N-(4-(((6-cyclopropyl-8-((methylamino)methyl)imidazo[1,2-a]pyridin-2-yl)methyl)amino)pyridin-2-yl)cyclopropane-1-carboxamide